CNC=1C=C(C=NC1)C=O 5-methylaminopyridine-3-methanone